ClC=1C(=NC(=NC1)NC1CCOCC1)C1=CC=C2CN(C(C2=C1)=O)[C@H](C(=O)N[C@H](CO)C1=NC(=CC=C1F)N1CCN(CC1)C)C (2S)-2-(6-{5-chloro-2-[(oxan-4-yl)amino]pyrimidin-4-yl}-1-oxo-2,3-dihydro-1H-isoindol-2-yl)-N-[(1S)-1-[3-fluoro-6-(4-methylpiperazin-1-yl)pyridin-2-yl]-2-hydroxyethyl]propanamide